FC=1C(=NC=CC1)CNC(=O)C=1N=C(OC1)CCNCCC1=NC2=C(N1)C=CC(=C2)CCC2=CC=CC=C2 N-((3-fluoropyridin-2-yl)methyl)-2-(2-((2-(5-phenethyl-1H-benzo[d]imidazol-2-yl)ethyl)amino)ethyl)oxazole-4-carboxamide